NC(C(=O)O)(CCCCB(O)O)CCCN1CCC(CC1)(O)CC1=CC=CC=C1 2-amino-2-(3-(4-benzyl-4-hydroxypiperidin-1-yl)propyl)-6-boronohexanoic acid